2-(4'-chlorophenyl)-1,5-dimethyl-1,2-dihydro-3H-pyrazol-3-one ClC1=CC=C(C=C1)N1N(C(=CC1=O)C)C